dicarbonic acid diMethyl ester COC(=O)OC(=O)OC